C(C)(C)(C)N1C[C@@H](C2=C(C=CC=C12)C(F)(F)F)COC tert-butyl-(R)-3-(methoxymethyl)-4-(trifluoromethyl)indoline